2-(tribromosilyl)ethylsuccinic anhydride Br[Si](CCC1C(=O)OC(C1)=O)(Br)Br